(20Z,23Z)-nonacosa-20,23-dien-10-yl-4-(dimethylamino)butanoate CCCCCCCCCC(CCCCCCCCC\C=C/C\C=C/CCCCC)OC(CCCN(C)C)=O